C(C=C)(=O)N1C[C@@H](N(C[C@H]1C)C=1C2=C(N(C(N1)=O)C=1C(=NC=CC1C)C(C)C)N=C(C(=C2)C#N)C2=C(C(=CC=C2)C)F)C 4-((2S,5R)-4-acryloyl-2,5-dimethylpiperazin-1-yl)-7-(2-fluoro-3-methylphenyl)-1-(2-Isopropyl-4-methylpyridin-3-yl)-2-oxo-1,2-dihydropyrido[2,3-d]pyrimidine-6-carbonitrile